azabicyclo[2.2.1]Heptane N12CCC(CC1)C2